FC1=C(C(=CC(=C1)F)OCCOC)C=1C2=C(C(=NC1OCC[Si](C)(C)C)C=1C=C3C=NN(C3=CC1)C)C=CS2 2-[7-[2,4-difluoro-6-(2-methoxyethoxy)phenyl]-4-(1-methylindazol-5-yl)thieno[3,2-c]pyridin-6-yl]oxyethyl-trimethyl-silane